NC=1C(=NC=NC1Cl)NC=1C=C(C=CC1N1CCN(CC1)C)C1=CC=C(C=C1)NC(=O)C1CCN(CC1)C N-(3'-((5-amino-6-chloropyrimidin-4-yl)amino)-4'-(4-methylpiperazin-1-yl)-[1,1'-biphenyl]-4-yl)-1-methylpiperidine-4-carboxamide